N-(4-bromophenyl)-2-(4-(5-chloro-2-(1H-tetrazol-1-yl)phenyl)-2,5-dioxopiperazin-1-yl)-3-phenylpropanamide BrC1=CC=C(C=C1)NC(C(CC1=CC=CC=C1)N1C(CN(C(C1)=O)C1=C(C=CC(=C1)Cl)N1N=NN=C1)=O)=O